styryl-piperazine C(=CC1=CC=CC=C1)N1CCNCC1